NC1=C(C(=NC=C1)Cl)C(C1C(N(C(C1)=O)[C@@H](C)C1=C(C=C(C=C1)F)F)=O)O 3-[(4-Amino-2-chloropyridin-3-yl)(hydroxy)methyl]-1-[(1S)-1-(2,4-difluorophenyl)ethyl]pyrrolidine-2,5-dione